9-Bromo-2-methyl-1,2,3,4-tetrahydropyrazino[1,2-b]indazole BrC1=CC2=C3N(N=C2C=C1)CCN(C3)C